4-((2,6-difluorophenoxy)carbonyl)-2-hydroxybenzenesulfonate FC1=C(OC(=O)C2=CC(=C(C=C2)S(=O)(=O)[O-])O)C(=CC=C1)F